6-(1-methyl-1H-pyrazol-4-yl)pyridine CN1N=CC(=C1)C1=CC=CC=N1